1-(1-oxo-5-((4-(phenyl(pyridin-4-yl)methyl)piperazin-1-yl)methyl)isoindolin-2-yl)dihydropyrimidine-2,4(1H,3H)-dione O=C1N(CC2=CC(=CC=C12)CN1CCN(CC1)C(C1=CC=NC=C1)C1=CC=CC=C1)N1C(NC(CC1)=O)=O